β-L-talofuranose O[C@@H]1[C@H](O)[C@H](O)[C@H](O1)[C@@H](O)CO